3-(2-nitroprop-1-enyl)benzothiophene [N+](=O)([O-])C(=CC1=CSC2=C1C=CC=C2)C